C1(CC1)C([C@@H](C=1OC2=C(N1)C=C(C=C2)[C@@H](COC)N2C(N[C@@H](C2)C(F)(F)F)=O)NC(=O)C2=CC=NN2CC)C2CC2 N-((S)-2,2-dicyclopropyl-1-(5-((S)-2-methoxy-1-((S)-2-oxo-4-(trifluoromethyl)imidazolidin-1-yl)ethyl)-benzo[d]oxazol-2-yl)ethyl)-1-ethyl-1H-pyrazole-5-carboxamide